(E)-But-2-enedioic acid dimethylamide (4-methyl-thiazol-2-yl)-amide CC=1N=C(SC1)NC(/C=C/C(=O)N(C)C)=O